C(C)OC(C1=C(C(=C(C=C1)OC)OC)N(C)C(C#CC(=O)SC)(C)C)=O 2-[(1,1-dimethyl-4-methylsulfanyl-4-oxo-but-2-ynyl)-methylamino]-3,4-dimethoxybenzoic acid ethyl ester